N-[4-fluoro-5-(4-morpholin-4-ylphenyl)-2-[rac-(3R)-3,4-dimethylpiperazin-1-yl]phenyl]-1-methylpyrazole-4-carboxamide FC1=CC(=C(C=C1C1=CC=C(C=C1)N1CCOCC1)NC(=O)C=1C=NN(C1)C)N1C[C@H](N(CC1)C)C |r|